ONC(=O)C1=CC=C(C=C1)NC([C@H](CC1=CC=C(C=C1)OC)NC(\C=C\C1=CC=CC=C1)=O)=O (2S)-N-[4-(hydroxycarbamoyl)phenyl]-3-(4-methoxyphenyl)-2-[[(E)-3-phenylprop-2-enoyl]amino]propanamide